6-azido-6-deoxy-D-glucono-1,5-lactone N(=[N+]=[N-])C[C@@H]1[C@H]([C@@H]([C@H](C(=O)O1)O)O)O